2-bromo-5-methoxy-4-methylbenzoic acid BrC1=C(C(=O)O)C=C(C(=C1)C)OC